(4-(7,9-dimethylpyrido[3',2':4,5]thieno[3,2-d]pyrimidin-4-yl)piperidin-1-yl)(1-methylcyclopropyl)methanone sodium (Z)-1-cyanoprop-1-en-2-olate C(#N)\C=C(\C)/[O-].[Na+].CC=1C=C(C2=C(SC3=C2N=CN=C3C3CCN(CC3)C(=O)C3(CC3)C)N1)C